C(C)(C)C=1C2=C(NC1)SC(=C2C)C2CCN(CC2)C(=O)OC(C)(C)C tert-butyl 4-(4-isopropyl-3-methyl-6H-thieno[2,3-b]pyrrol-2-yl)piperidine-1-carboxylate